2-[3-Cyano-4-(2-methylpropoxy)phenyl]-4-methyl-1,3-thiazole-5-carbohydrazide C(#N)C=1C=C(C=CC1OCC(C)C)C=1SC(=C(N1)C)C(=O)NN